ClC1=CC=C(OC2=CC=C3CCN(C(C3=C2)=O)CC2=NC3=C(N2C[C@H]2OCC2)C=C(C=C3)C(=O)OC)C=C1 methyl (S)-2-((7-(4-Chlorophenoxy)-1-oxo-3,4-dihydroisoquinolin-2(1H)-yl) methyl)-1-((oxetan-2-yl) methyl)-1H-benzo[d]imidazole-6-carboxylate